C(#N)C1=CC(=C(C=C1)COC1=CC=CC(=N1)C1CCN(CC1)C(=O)C=1C=CC(=NC1)C(=O)O)F 5-(4-{6-[(4-cyano-2-fluorophenyl)methoxy]pyridin-2-yl}piperidine-1-carbonyl)pyridine-2-carboxylic acid